2-methyl-2,6-diazaspiro[3.3]heptane-2HCl Cl.Cl.CN1CC2(C1)CNC2